C(C)OCC[NH3+] ethoxyethyl-ammonium